N(=NC(C#N)(C)C)C(C#N)(C)C 2,2'-azobis(2-methyl-propionitrile)